bis(2-methyl-5-isobutyl-indenyl)zirconium dichloride [Cl-].[Cl-].CC=1C(C2=CC=C(C=C2C1)CC(C)C)[Zr+2]C1C(=CC2=CC(=CC=C12)CC(C)C)C